C(C)(C)(C)C1=C(OCC2=NN(C3=NC(=CC=C32)F)C(=O)OC(C)(C)C)C=C(C(=C1)Cl)C tert-Butyl 3-[(2-tert-butyl-4-chloro-5-methyl-phenoxy)methyl]-6-fluoro-pyrazolo[3,4-b]pyridine-1-carboxylate